5-(dipropylcarbamoyl)-2-toluenesulfonyl chloride C(CC)N(C(=O)C1=CC=C(C(C)=C1)S(=O)(=O)Cl)CCC